N-hydroxyethyl-ethylenediamine trisodium salt [Na].[Na].[Na].OCCNCCN